FC=1C=CC2=C(NC(=NS2(=O)=O)NCC2=CC=CC(N2)=O)C1[C@@H](C)C1=C(C=CC=C1)F (S)-6-(((6-fluoro-5-(1-(2-fluorophenyl)ethyl)-1,1-dioxido-4H-benzo[e][1,2,4]thiadiazin-3-yl)amino)methyl)pyridin-2(1H)-one